OCC1=C(C(=NN1CC(=O)OC(C)(C)C)OC(C)C)I tert-butyl 2-[5-(hydroxymethyl)-4-iodo-3-isopropoxy-pyrazol-1-yl]acetate